2-(1-methyl-1H-pyrazol-4-yl)thiazol-5-amine CN1N=CC(=C1)C=1SC(=CN1)N